C1=NC=CC2=C1CC(C2)NC2=NC=C(C=N2)C2=NNC(O2)=O 5-(2-((6,7-dihydro-5H-cyclopenta[c]pyridin-6-yl)amino)pyrimidin-5-yl)-1,3,4-oxadiazol-2(3H)-one